3-(6-bromo-5-methoxythieno[3,2-b]pyridin-2-yl)-3-oxopropanoic acid tert-butyl ester C(C)(C)(C)OC(CC(=O)C1=CC2=NC(=C(C=C2S1)Br)OC)=O